BrC1=CC(=C(C=C1C)C(C(C)C)=O)OC 1-(4-bromo-2-methoxy-5-methylphenyl)-2-methylpropan-1-one